C(C)OC(CCC(=O)C1=C(C=CC=C1)NC(C)=O)=O 4-(2-acetamidophenyl)-4-oxobutanoic acid ethyl ester